4-(2-acryloyl-2,6-diazaspiro[3.4]octan-6-yl)-6-(1-cyclopropyl-6-fluoro-1H-indazol-7-yl)-2-morpholinopyrimidine-5-carbonitrile C(C=C)(=O)N1CC2(C1)CN(CC2)C2=NC(=NC(=C2C#N)C=2C(=CC=C1C=NN(C21)C2CC2)F)N2CCOCC2